The molecule is an eleven-membered branched mannooligosaccharide consisting of nine D-mannosyl residues and two N-acetylglucosamine residues (one at the reducing end). It is a glucosamine oligosaccharide and a Man(a1-2)Man(a1-2)Man(a1-3)[Man(a1-2)Man(a1-3)[Man(a1-2)Man(a1-6)]Man(a1-6)]Man(b1-4)GlcNAc(b1-4)GlcNAc. CC(=O)N[C@@H]1[C@H]([C@@H]([C@H](O[C@H]1O)CO)O[C@H]2[C@@H]([C@H]([C@@H]([C@H](O2)CO)O[C@H]3[C@H]([C@H]([C@@H]([C@H](O3)CO[C@@H]4[C@H]([C@H]([C@@H]([C@H](O4)CO[C@@H]5[C@H]([C@H]([C@@H]([C@H](O5)CO)O)O)O[C@@H]6[C@H]([C@H]([C@@H]([C@H](O6)CO)O)O)O)O)O[C@@H]7[C@H]([C@H]([C@@H]([C@H](O7)CO)O)O)O[C@@H]8[C@H]([C@H]([C@@H]([C@H](O8)CO)O)O)O)O)O)O[C@@H]9[C@H]([C@H]([C@@H]([C@H](O9)CO)O)O)O[C@@H]1[C@H]([C@H]([C@@H]([C@H](O1)CO)O)O)O[C@@H]1[C@H]([C@H]([C@@H]([C@H](O1)CO)O)O)O)O)O)NC(=O)C)O